METHYLNONYLACETALDEHYDE CC(C=O)CCCCCCCCC